N1=PNC2=C1C=CC=C2 phosphabenzimidazole